CC(C(=O)N1C2=CC=C(C=C2S(C=2C=C(C=CC12)C(C1=CC=CC=C1)(C)C)(=O)=O)C(C1=CC=CC=C1)(C)C)(CC)C 10-(2,2-dimethylbutanoyl)-3,7-bis(α,α-dimethylbenzyl)-10H-phenothiazine-5,5-dioxide